(R)-2-(1-(6-(5-(((4-iodopyridin-2-yl)oxy)methyl)-1-methyl-1H-1,2,3-triazol-4-yl)-2-methylpyridin-3-yl)piperidin-3-yl)acetic acid ethyl ester C(C)OC(C[C@@H]1CN(CCC1)C=1C(=NC(=CC1)C=1N=NN(C1COC1=NC=CC(=C1)I)C)C)=O